FC1=C(C(=CC(=C1)C=1C(=NC=CC1)SC(C)C)F)N1CC(CC1)CC(=O)O 2-[1-[2,6-difluoro-4-(2-isopropylthio-3-pyridyl)phenyl]pyrrolidin-3-yl]acetic acid